(2-(2,6-Dioxopiperidin-3-yl)-4-fluoro-1-oxoisoindolin-5-yl) methylsulfonate CS(=O)(=O)OC=1C(=C2CN(C(C2=CC1)=O)C1C(NC(CC1)=O)=O)F